Natrium (S)-3-(3-(1-Methyl-4-oxido-2-oxo-1,2-Dihydropyridin-3-yl)ureido)-3-(3-(p-Tolyloxy)phenyl)propanoat CN1C(C(=C(C=C1)[O-])NC(N[C@@H](CC(=O)[O-])C1=CC(=CC=C1)OC1=CC=C(C=C1)C)=O)=O.[Na+].[Na+]